3,5,5-trimethyl-hexyl n-hexyl ether C(CCCCC)OCCC(CC(C)(C)C)C